tert-Butyl (s)-2-((4-methyl-3-((1-(7-(pyridin-3-yl)quinolin-5-yl)cyclopropyl) carbamoyl)phenoxy)methyl)azetidine-1-carboxylate CC1=C(C=C(OC[C@H]2N(CC2)C(=O)OC(C)(C)C)C=C1)C(NC1(CC1)C1=C2C=CC=NC2=CC(=C1)C=1C=NC=CC1)=O